N-(2-aminoethyl)-2-(4-(2-chloro-4-((3-(1-(cyanomethyl)-3-(trifluoromethyl)-1H-pyrazol-4-yl)imidazo[1,2-a]pyrazin-8-yl)amino)benzoyl)piperazin-1-yl)acetamide formate C(=O)O.NCCNC(CN1CCN(CC1)C(C1=C(C=C(C=C1)NC=1C=2N(C=CN1)C(=CN2)C=2C(=NN(C2)CC#N)C(F)(F)F)Cl)=O)=O